tert-butyl (3-(5-((3-(5-((3aS,4S,6aR)-2-oxohexahydro-1H-thieno[3,4-d]imidazol-4-yl)pentanamido) propyl)carbamoyl)furan-2-yl)prop-2-yn-1-yl)carbamate O=C1N[C@H]2[C@@H](N1)CS[C@H]2CCCCC(=O)NCCCNC(=O)C2=CC=C(O2)C#CCNC(OC(C)(C)C)=O